C1(=CC=CC=C1)C[C@H](N)B(O)O 2-phenyl-1-(R)-aminoethylboronic acid